FC=1C=C(C=C2CCN3[C@H](C12)CCC3)C(=O)NO (S)-10-fluoro-N-hydroxy-1,2,3,5,6,10b-hexahydropyrrolo[2,1-a]isoquinoline-8-carboxamide